C1=C2C=3C=CC=CC3N3C2=C(N=C1)C=CC=C3 3,7A-diazacyclohepta[jk]fluorene